BrC=1C2=CN(N=C2C=C(C1)N)CC1=CC=C(C=C1)F 4-bromo-2-(4-fluorophenylmethyl)-2H-indazol-6-amine